tert-Butyl (2R,3S)-3-(isopropylamino)-2-methylpyrrolidine-1-carboxylate C(C)(C)N[C@@H]1[C@H](N(CC1)C(=O)OC(C)(C)C)C